2,4,6-Tris[2-hydroxy-4-(3-butoxy-2-hydroxypropoxy)-phenyl]-1,3,5-triazin OC1=C(C=CC(=C1)OCC(COCCCC)O)C1=NC(=NC(=N1)C1=C(C=C(C=C1)OCC(COCCCC)O)O)C1=C(C=C(C=C1)OCC(COCCCC)O)O